[(2R,5S)-5-[(6-Aminothieno[3,2-b]pyridin-7-yl)amino]tetrahydro-2H-pyran-2-yl]acetonitrile NC=1C(=C2C(=NC1)C=CS2)N[C@H]2CC[C@@H](OC2)CC#N